BrCCCC(=O)O[C@H]1CN(CCC1)C=1C2=C(N=C(N1)OC[C@]13CCCN3C[C@@H](C1)F)C(=C(N=C2)Cl)F (R)-1-(7-chloro-8-fluoro-2-(((2R,7aS)-2-fluorotetrahydro-1H-pyrrolizin-7a(5H)-yl)methoxy)pyrido[4,3-d]pyrimidin-4-yl)piperidin-3-yl 4-bromobutanoate